3-(5-(2-((1-(4-((5-chloro-4-((2-(dimethylphosphoryl)phenyl)amino)pyrimidin-2-yl)amino)-3-methoxyphenyl)piperidin-4-yl)(methyl)amino)ethyl)-1-oxoisoindolin-2-yl)piperidine-2,6-dione ClC=1C(=NC(=NC1)NC1=C(C=C(C=C1)N1CCC(CC1)N(CCC=1C=C2CN(C(C2=CC1)=O)C1C(NC(CC1)=O)=O)C)OC)NC1=C(C=CC=C1)P(=O)(C)C